C(CCCCCCCCCCCCCCCCCCC)(=O)OCCCCCCCCCCCCCCCCCCCCCCCCCCCCCC melissyl eicosanoate